(R)-3-(1-acetyl-4-fluoropiperidin-4-yl)-5-((1-(3-(difluoromethyl)-2-fluorophenyl)ethyl)amino)-8-(3-(dimethylamino)prop-1-yn-1-yl)-1,7-dimethyl-1,6-naphthyridin-2(1H)-one C(C)(=O)N1CCC(CC1)(F)C=1C(N(C2=C(C(=NC(=C2C1)N[C@H](C)C1=C(C(=CC=C1)C(F)F)F)C)C#CCN(C)C)C)=O